ethyl 4-bromo-5-chloro-6-fluoro-2-phenyl-2,3-dihydro-1H-indene-2-carboxylate BrC1=C2CC(CC2=CC(=C1Cl)F)(C(=O)OCC)C1=CC=CC=C1